F[C@@H](CN1N=NC(=C1)C(=O)NC)CCC=1N=NC(=CC1)NC(CC1=NC=CC(=C1)OC1CCOCC1)=O (R)-1-(2-fluoro-4-(6-(2-(4-((tetrahydro-2H-pyran-4-yl)oxy)pyridin-2-yl)acetamido)pyridazin-3-yl)butyl)-N-methyl-1H-1,2,3-triazole-4-carboxamide